4-(((6-(1-(tert-butoxycarbonyl)piperidin-4-yl)pyridin-2-yl)oxy)methyl)-2-fluorobenzoic acid C(C)(C)(C)OC(=O)N1CCC(CC1)C1=CC=CC(=N1)OCC1=CC(=C(C(=O)O)C=C1)F